tert-butyl 4-[1-methyl-3-({[(3S)-1-(6-methylpyridin-3-yl)piperidin-3-yl][(2-methylpyridin-4-yl)methyl]amino}methyl)-4-oxo-1,4-dihydroquinolin-7-yl]-3-oxopiperazine-1-carboxylate CN1C=C(C(C2=CC=C(C=C12)N1C(CN(CC1)C(=O)OC(C)(C)C)=O)=O)CN(CC1=CC(=NC=C1)C)[C@@H]1CN(CCC1)C=1C=NC(=CC1)C